6-phenyl-1,2,3,6-tetrahydro-5H-pyrrolo[2,3-c]pyridine-5-one C1(=CC=CC=C1)N1C=C2C(=CC1=O)CCN2